C1=NC(=C2C(=N1)N(C=N2)[C@H]3[C@@H]([C@@H]([C@H](O3)COP(=O)(O)OP(=O)(O)OC4[C@H]([C@H]([C@@H]([C@H](O4)[C@H](CO)O)O)O)O)O)O)N The molecule is an ADP-glycero-D-manno-heptose having L-glycero-configuration at the 6-position of the heptose portion. It has a role as an Escherichia coli metabolite. It is a conjugate acid of an ADP-L-glycero-D-manno-heptose(2-).